1-(methylamino)-1,2,5,7,9,10-hexahydrodipyrano[3,4-b:4',3'-d]pyridin-6(4H)-one CNC1COCC=2NC(C3=C(C21)CCOC3)=O